IC=1[C@]2(C)[C@@H](CC1)[C@@H]1CC=C3C[C@H](CC[C@]3(C)[C@H]1CC2)O 17-iodoandrosta-5,16-diene-3beta-ol